1-cyano-N-(3-(2-(4-(2,3-dichlorophenyl)piperazin-1-yl)ethyl)cyclobutyl)cyclopropane-1-carboxamide C(#N)C1(CC1)C(=O)NC1CC(C1)CCN1CCN(CC1)C1=C(C(=CC=C1)Cl)Cl